2-Cyclopropyl-4-(difluoromethoxy)-6-isopropylbenzenamine C1(CC1)C1=C(C(=CC(=C1)OC(F)F)C(C)C)N